2-(2-(1-(2,2-Difluoroethyl)-1H-pyrazol-4-yl)pyrimidin-4-yl)-5-(1-(difluoromethyl)-1H-pyrazol-3-yl)-N4-((1s,4s)-4-fluorocyclohexyl)pyridine-2,4-diamine FC(CN1N=CC(=C1)C1=NC=CC(=N1)C1(NC=C(C(=C1)NC1CCC(CC1)F)C1=NN(C=C1)C(F)F)N)F